C(CCC)N1C(C2=C3C(=C(C=C2CC1=O)NC(CCNC(C(C(CO)(C)C)O)=O)=O)C=CC=C3)=O N-(3-((2-butyl-1,3-dioxo-2,3-dihydro-1H-benzoisoquinolin-6-yl)amino)-3-oxopropyl)-2,4-dihydroxy-3,3-dimethylbutyramide